tris(4-aminobutyl)-ammonium NCCCC[NH+](CCCCN)CCCCN